C(C)(C)(C)OC(=O)OC=1N=NN(C1)C1(CC1)CNC(OC(C)(C)C)=O tert-butyl ((1-(4-((tert-butoxycarbonyl)oxy)-1H-1,2,3-triazol-1-yl)cyclopropyl)methyl)carbamate